NC1CC2CCCC(C1)N2C2=C(C#N)C(=C(C=N2)C2=CC(=C(C=C2)OC)O)C2=CC(=C(C=C2)C#N)F 2-(3-amino-9-azabicyclo[3.3.1]nonan-9-yl)-4-(4-cyano-3-fluorophenyl)-5-(3-hydroxy-4-methoxyphenyl)nicotinonitrile